OC(CO)C1=CC(=C2C(NC(C2=C1)=O)C1=C(C=CC=C1)C)NC(=O)C1=CSC2=C1C=CC=C2 N-[6-(1,2-Dihydroxyethyl)-3-(2-methylphenyl)-1-oxo-2,3-dihydro-1H-isoindol-4-yl]-1-benzothiophene-3-carboxamide